3-(3-fluoropropyl)-2-phenyl-2,3-dihydrobenzo[d]thiazole FCCCN1C(SC2=C1C=CC=C2)C2=CC=CC=C2